2-(2-Fluorostyryl)tetrahydrofuran FC1=C(C=CC2OCCC2)C=CC=C1